FC=1C=C(C=C2C(OC(OC2=O)C2=CC=CC=C2)=O)C=C(C1O)F 5-(3,5-difluoro-4-hydroxybenzylidene)-2-phenyl-1,3-dioxane-4,6-dione